8-fluoro-7-hydroxyacenaphthylen-1(2H)-one FC1=C(C=C2C=CC=C3CC(C1=C32)=O)O